(+)-5-(4-Chlorophenyl)-7-{(1S)-1-[1-(2-fluorophenyl)-1H-1,2,3-triazol-4-yl]ethyl}-7H-pyrrolo[2,3-d]pyrimidin-4-amine ClC1=CC=C(C=C1)C1=CN(C=2N=CN=C(C21)N)[C@@H](C)C=2N=NN(C2)C2=C(C=CC=C2)F